2-(5-bromopyrimidin-2-yl)propan-2-ol BrC=1C=NC(=NC1)C(C)(C)O